2,2,4,5-tetrahydroxy-6-[(2E)-3-(4-hydroxyphenyl)-1-keto-2-propen-1-yl]-5-cyclohexene-1,3-dione OC1(C(C(=C(C(C1=O)O)O)C(\C=C\C1=CC=C(C=C1)O)=O)=O)O